(4R)-2-(3-Methoxypropyl)-4-(methylamino)-3,4-dihydro-2H-thieno[3,2-e][1,2]thiazine-6-sulfonamide 1,1-dioxide COCCCN1S(C2=C([C@H](C1)NC)C=C(S2)S(=O)(=O)N)(=O)=O